ClC1=CC=CC2=C1C(N(N=N2)[C@H](C)[C@@](CN2N=CN=C2)(O)C2=C(C=C(C=C2)F)F)=O 5-chloro-3-[(2R,3R)-3-(2,4-difluorophenyl)-3-hydroxy-4-(1,2,4-triazol-1-yl)-2-butyl]1,2,3-benzotriazin-4-one